1-(3-{3,9-Diazaspiro[5.5]undecane-3-carbonyl}phenyl)-1,3-diazinane-2,4-dione trifluoroacetate FC(C(=O)O)(F)F.C1CN(CCC12CCNCC2)C(=O)C=2C=C(C=CC2)N2C(NC(CC2)=O)=O